methyl 5-chloro-2-((4-fluoro-2-iso-propylphenyl)amino)-benzoate ClC=1C=CC(=C(C(=O)OC)C1)NC1=C(C=C(C=C1)F)C(C)C